tert-butyl (2S,4S)-4-methoxy-2-[methoxy(methyl)carbamoyl]pyrrolidine-1-carboxylate CO[C@H]1C[C@H](N(C1)C(=O)OC(C)(C)C)C(N(C)OC)=O